C1(CC1)C1=NC=C(C=C1NC(C1=NC(=CC=C1)C=1C=NN(C1)CC(F)(F)F)=O)N1C(C(CCC1)(C)C)=O N-(2-cyclopropyl-5-(3,3-dimethyl-2-oxopiperidin-1-yl)pyridin-3-yl)-6-(1-(2,2,2-trifluoroethyl)-1H-pyrazol-4-yl)picolinamide